C(C1=CC=CC=C1)(=O)OCC1(CCCCC1)COC(C1=CC=CC=C1)=O cyclohex-anedimethanol dibenzoate